ClC=1C=C(C(=C(C1)C1=NC=NN2C1=CC(=C2)CN2C(N(C=CC2=O)CCF)=O)CC2CNC[C@@H](O2)C)C 3-((4-(5-chloro-3-methyl-2-(((6S)-6-methylmorpholin-2-yl)methyl)phenyl)pyrrolo[2,1-f][1,2,4]triazin-6-yl)methyl)-1-(2-fluoroethyl)pyrimidine-2,4(1H,3H)-dione